C1(CC1)N(C(=O)C1=C(N(C(C(=C1OC1=C(C(=CC=C1)[N+](=O)[O-])C)C)=O)C)NC1=C(C=C(C=C1)I)F)C N-cyclopropyl-2-[(2-fluoro-4-iodophenyl)amino]-N,1,5-trimethyl-4-(2-methyl-3-nitrophenoxy)-6-oxopyridine-3-carboxamide